FC(C1=CC=C(C=C1)[C@@H]1NC2=C(C=CC=C2C1)C(=O)OC)(F)F |r| Racemic-methyl 2-(4-(trifluoromethyl)phenyl)indoline-7-carboxylate